(S)-tert-Butyl 4-(3-(benzyloxy)-2-(((benzyloxy)carbonyl)amino)-3-oxopropyl)benzoate C(C1=CC=CC=C1)OC([C@H](CC1=CC=C(C(=O)OC(C)(C)C)C=C1)NC(=O)OCC1=CC=CC=C1)=O